CN(CCNCCNCCNCCN)C N,N-dimethyltetraethylenepentamine